(S)-1-((4,4-difluoro-5-oxopyrrolidin-2-yl)methoxy)-7-isopropoxy-4-((1-methylpiperidin-4-yl)ethynyl)isoquinoline-6-carboxamide FC1(C[C@H](NC1=O)COC1=NC=C(C2=CC(=C(C=C12)OC(C)C)C(=O)N)C#CC1CCN(CC1)C)F